3-(5-((2,3-difluoro-6-methoxybenzyl)oxy)-2-fluoro-4-methoxyphenyl)-2,4-dioxo-1,2,3,4-tetrahydrothiophene FC1=C(COC=2C(=CC(=C(C2)C2C(SCC2=O)=O)F)OC)C(=CC=C1F)OC